tert-butyl (2R,5S)-4-(7-bromo-6-chloro-8-fluoro-2-(methylsulfonamido) quinazolin-4-yl)-2,5-dimethylpiperazine-1-carboxylate BrC1=C(C=C2C(=NC(=NC2=C1F)NS(=O)(=O)C)N1C[C@H](N(C[C@@H]1C)C(=O)OC(C)(C)C)C)Cl